acryloyloxyhexyldimethylmonomethoxysilane C(C=C)(=O)OCCCCCC[Si](OC)(C)C